Cl.COC=1C=C2C(NN=C(C2=CC1OC)C=1C=C2CCN(CC2=CC1)S(=O)(=O)N)=O 6-(6,7-dimethoxy-4-oxo-3,4-dihydro-phthalazin-1-yl)-3,4-dihydro-isoquinoline-2(1H)-sulfonylamine hydrochloride